N(=[N+]=[N-])[C@@H]1[C@H]([C@H]([C@H](O[C@@H]1O[C@H]1[C@@H]([C@H]([C@@H](C[C@@H]1N=[N+]=[N-])N=[N+]=[N-])OC(C)=O)OC(C)=O)CN=[N+]=[N-])OC(C1=CC=C(C=C1)[N+](=O)[O-])=O)F [(2R,3S,4R,5S,6R)-5-azido-2-(azidomethyl)-6-[(1R,2S,3S,4R,6S)-2,3-diacetoxy-4,6-diazido-cyclohexoxy]-4-fluoro-tetrahydropyran-3-yl]4-nitrobenzoate